1-[2-[4-(phenylmethyl)phenoxy]ethyl]-pyrrolidine C1(=CC=CC=C1)CC1=CC=C(OCCN2CCCC2)C=C1